3-(4-(((2-(2,6-dioxopiperidin-3-yl)-1,3-dioxoisoindolin-5-yl)amino)methyl)-1H-1,2,3-triazol-1-yl)propanoic acid O=C1NC(CCC1N1C(C2=CC=C(C=C2C1=O)NCC=1N=NN(C1)CCC(=O)O)=O)=O